ClC=1C(=C2C=NNC2=C(C1F)N1C=CC=C1)C=1C=CC=2N(C1)C=C(N2)NC(=O)C2C(C2)F N-(6-(5-chloro-6-fluoro-7-(1H-pyrrol-1-yl)-1H-indazol-4-yl)imidazo[1,2-a]pyridin-2-yl)-2-fluorocyclopropane-1-carboxamide